C1[C@H]2[C@@H]([C@@H](S1)CCCC(C(=O)O)O)NC(=O)N2 HYDROXYBIOTIN